tert-butyl 4-((4-(3-((2-((1S)-1-((tetrahydro-2H-pyran-2-yl)oxy)ethyl)-1H-imidazol-1-yl)methyl)isoxazol-5-yl)phenyl)butane-1,3-diyn-1-yl)piperidine-1-carboxylate O1C(CCCC1)O[C@@H](C)C=1N(C=CN1)CC1=NOC(=C1)C1=CC=C(C=C1)C#CC#CC1CCN(CC1)C(=O)OC(C)(C)C